FC1(C(C1)CN)F (2,2-difluorocyclopropyl)methylamine